rac-N-((2S,3R)-1-cyclopropyl-2-(3,4-difluorophenyl)pyrrolidin-3-yl)-4-(trifluoromethoxy)benzene-sulfonamide C1(CC1)N1[C@H]([C@@H](CC1)NS(=O)(=O)C1=CC=C(C=C1)OC(F)(F)F)C1=CC(=C(C=C1)F)F |r|